(S)-(3-chloro-1-methyl-1H-1,2,4-triazol-5-yl)(4-(7-fluorobenzo[d]oxazol-2-yl)-6,7-dihydro-1H-imidazo[4,5-c]pyridin-5(4H)-yl)methanone ClC1=NN(C(=N1)C(=O)N1[C@@H](C2=C(CC1)NC=N2)C=2OC1=C(N2)C=CC=C1F)C